(3S,5R)-1-(2,7-dichloro-8-fluoropyrido[4,3-d]pyrimidin-4-yl)-5-hydroxypiperidine ClC=1N=C(C2=C(N1)C(=C(N=C2)Cl)F)N2CCC[C@H](C2)O